N1=CNC2=NC=CC(=C21)C=2C=NN(C2)C2=CC=C(C=N2)C(C#N)CCS(=O)(=O)C (6-(4-(3H-imidazo[4,5-b]pyridin-7-yl)-1H-pyrazol-1-yl)pyridin-3-yl)-4-(methylsulfonyl)butanenitrile